(2S,4R)-4-((tert-butyldimethylsilyl)oxy)-5-oxopyrrolidine-1,2-dicarboxylic acid 1-(tert-butyl) 2-methyl ester COC(=O)[C@H]1N(C([C@@H](C1)O[Si](C)(C)C(C)(C)C)=O)C(=O)OC(C)(C)C